(3-(1-(4-amino-3-methyl-1H-pyrazolo[3,4-d]pyrimidin-1-yl)ethyl)-6-chloro-1H-indazol-1-yl)phenol NC1=C2C(=NC=N1)N(N=C2C)C(C)C2=NN(C1=CC(=CC=C21)Cl)C2=C(C=CC=C2)O